benzoisothiazolinone S1(N=CC2=C1C=CC=C2)=O